2-{1-(3,3-Dimethylcyclohexyl)ethoxyl}-2-methyl-1-propanol CC1(CC(CCC1)C(OC(CO)(C)C)C)C